3-(3-(5-chloro-6-fluoro-2,3-dihydrobenzofuran-2-yl)-2-fluorophenyl)-1,2,4-oxadiazol-5(4H)-one ClC=1C(=CC2=C(CC(O2)C=2C(=C(C=CC2)C2=NOC(N2)=O)F)C1)F